FC1=C(C=CC=C1)NC1=NN=C2C=3N(C=CN21)C=C(C3)C3=NC(=NC=C3)NC3=CC=NN3C N-(2-fluorophenyl)-9-(2-((1-methyl-1H-pyrazol-5-yl)amino)pyrimidin-4-yl)pyrrolo[1,2-a][1,2,4]triazolo[3,4-c]pyrazin-3-amine